FC1=C(CNC(=O)[C@@H]2C[C@H](C2)OCC2=CC=C(C=C2)C(F)(F)F)C=CC(=C1C=1NC(C=C(N1)C)=O)C(F)(F)F trans-N-[2-fluoro-3-(4-methyl-6-oxo-1,6-dihydropyrimidin-2-yl)-4-(trifluoromethyl)benzyl]-3-{[4-(trifluoromethyl)benzyl]oxy}cyclobutane-1-carboxamide